tripropyl-[(trimethoxysilyl)methylcyclopentadienyl]platinum (IV) C(CC)[Pt](C1(C=CC=C1)C[Si](OC)(OC)OC)(CCC)CCC